ClC1=CC=C(C=C1)C=1N=C2N(C=CC=N2)C1CN1C2CN(C(C1)CC2)C(=O)C2CCCC2 (5-{[2-(4-chlorophenyl)imidazo[1,2-a]pyrimidin-3-yl]methyl}-2,5-diazabicyclo[2.2.2]oct-2-yl)-(cyclopentyl)methanone